O(S(=O)(=O)C(F)(F)F)CC1OCCOC1 1,4-dioxan-2-ylmethyl triflate